(2-(oxiran-2-yl) ethyl) carbamate C(N)(OCCC1OC1)=O